OC1=C(C(C(=O)O)=CC=C1)N.OC1=C(C(C(=O)O)=CC=C1)N 3-hydroxyanthranilic acid (3-hydroxy Anthranilate)